tris(triphenylphosphine) palladium (0) [Pd].C1(=CC=CC=C1)P(C1=CC=CC=C1)C1=CC=CC=C1.C1(=CC=CC=C1)P(C1=CC=CC=C1)C1=CC=CC=C1.C1(=CC=CC=C1)P(C1=CC=CC=C1)C1=CC=CC=C1